BrC=1C=C(C=CC1)C(C1=NN=CN1C)C1CC(C1)F 3-((3-bromophenyl)(3-fluorocyclobutyl)methyl)-4-methyl-4H-1,2,4-triazole